1-(tetrahydro-2H-pyran-4-yl)-4-(4,4,5,5-tetramethyl-1,3,2-dioxaborolan-2-yl)1H-pyrazole O1CCC(CC1)N1N=CC(=C1)B1OC(C(O1)(C)C)(C)C